N-tert-butyl-4-methoxy-3-(2-methylpiperazin-1-yl)benzenesulfonamide C(C)(C)(C)NS(=O)(=O)C1=CC(=C(C=C1)OC)N1C(CNCC1)C